tert-butyl (S)-4-(2-(4-(2-(2-methylazetidin-1-yl)-6-(trifluoromethyl)pyrimidin-4-yl)piperazin-1-yl)acetyl)piperazin-1-carboxylate C[C@@H]1N(CC1)C1=NC(=CC(=N1)N1CCN(CC1)CC(=O)N1CCN(CC1)C(=O)OC(C)(C)C)C(F)(F)F